2-(5-(cyclopropylmethyl)-3-(4-fluoro-3-(4-fluorophenoxy)phenyl)-4-(3-fluoro-4-sulfamoylbenzyl)-1H-pyrazol-1-yl)thiazole-4-carboxylic acid C1(CC1)CC1=C(C(=NN1C=1SC=C(N1)C(=O)O)C1=CC(=C(C=C1)F)OC1=CC=C(C=C1)F)CC1=CC(=C(C=C1)S(N)(=O)=O)F